nonyl 8-((7-((4,4-bis(((Z)-oct-5-en-1-yl)oxy)butanoyl)oxy)heptyl)(4-hydroxybutyl)amino)octanoate C(CCC\C=C/CC)OC(CCC(=O)OCCCCCCCN(CCCCCCCC(=O)OCCCCCCCCC)CCCCO)OCCCC\C=C/CC